CC1=C(SC=2N=CNC(C21)=O)C(=O)O 5-methyl-4-oxo-3H,4H-thieno[2,3-d]pyrimidine-6-carboxylic acid